NC(C(=O)O)CCP(=O)(O)O 2-amino-4-phosphonobutyric acid